2-pyridinebenzonitrile N1=C(C=CC=C1)C1=CC=CC=C1C#N